(5-methyl-2-(trifluoromethyl)-6,7-dihydro-5H-benzo[c]imidazo[1,2-a]azepin-9-yl)methylamine hydrochloride Cl.CC1CCC2=C(C=3N1C=C(N3)C(F)(F)F)C=CC(=C2)CN